1-heptenyl chloride C(=CCCCCC)Cl